ClC1=C(C=C(C=C1)F)C1=CC=C(N=N1)NC1C[C@@H]2[C@@H](CN(C2)CC2(COC2)C)C1 (3aR,5s,6aS)-N-[6-(2-chloro-5-fluoro-phenyl)pyridazin-3-yl]-2-[(3-methyl-oxetan-3-yl)methyl]-3,3a,4,5,6,6a-hexahydro-1H-cyclopenta[c]pyrrol-5-amine